NC[C@@H]1[C@@H](CCC1)NC1=NC=C(C(=N1)C1=CNC2=C(C=CC=C12)P(C)(C)=O)C(F)(F)F (3-(2-((cis-2-(aminomethyl)cyclopentyl)amino)-5-(trifluoromethyl)pyrimidin-4-yl)-1H-indol-7-yl)dimethylphosphine oxide